COC1=CC2=C(CC(O2)(C)C)C=C1NC(=O)C=1C=NN2C1N=CC=C2 N-(6-methoxy-2,2-dimethyl-3H-benzofuran-5-yl)pyrazolo[1,5-a]pyrimidine-3-carboxamide